C(C1=CC=CC=C1)N(C(C(=O)OC)CBr)CC1=C(C=CC=C1C)C methyl 2-(benzyl (2,6-dimethylbenzyl) amino)-3-bromopropionate